4-((2S,5R)-4-((R)-1-(4-chlorophenyl)propyl)-2,5-dimethylpiperazin-1-yl)-1-(((S)-tetrahydrofuran-2-yl)methyl)-1H-[1,2,4]triazolo[3,4-b]purine ClC1=CC=C(C=C1)[C@@H](CC)N1C[C@@H](N(C[C@H]1C)C=1C=2N=CN(C2N2C(N1)=NN=C2)C[C@H]2OCCC2)C